COC=1C=C2C(=CC=NC2=CC1OC)OC1=CC=C(C=C1)NC(=O)C1(CC1)C(=O)O 1-((4-((6,7-dimethoxyquinolin-4-yl)oxy)phenyl)carbamoyl)cyclopropane-1-carboxylic Acid